S-(2-(((((1S,4R)-4-(2-amino-6-methoxy-9H-purin-9-yl) cyclopent-2-en-1-yl) methoxy) (phenoxy) phosphoryl) oxy) ethyl) 2,2-dimethylthiopropionate CC(C(=O)SCCOP(=O)(OC1=CC=CC=C1)OC[C@@H]1C=C[C@@H](C1)N1C2=NC(=NC(=C2N=C1)OC)N)(C)C